C(C=C)(=O)O.C(C)C(C(=O)N)CCCCCCCCCCCCCCCC ethyl-stearamide acrylate